3-Bromo-5-methyl-pyridine BrC=1C=NC=C(C1)C